7-(6-(4-(benzo[d]thiazol-2-yl)-2-methoxyphenoxy)hexyloxy)-4-methyl-2H-chromen-2-one S1C(=NC2=C1C=CC=C2)C2=CC(=C(OCCCCCCOC1=CC=C3C(=CC(OC3=C1)=O)C)C=C2)OC